2-(3,5-difluoropyridin-4-yl)-2-methylpropanenitrile FC=1C=NC=C(C1C(C#N)(C)C)F